COC1=CC=C(CNC(NC2CC3(CC(C3)C(=O)N(C3COCC3)C)C2)=O)C=C1 6-(3-(4-methoxybenzyl)ureido)-N-methyl-N-(tetrahydrofuran-3-yl)spiro[3.3]heptane-2-carboxamide